C(C)(C)(C)OC(=O)N1C2(CC2)CCCC1C(=O)N1N=CCC1C1=CC(=CC(=C1)F)F 5-(5-(3,5-difluorophenyl)-4,5-dihydro-1H-pyrazole-1-carbonyl)-4-azaspiro[2.5]octane-4-carboxylic acid tert-butyl ester